ClC=1C(=CC(=C(C1)S(=O)(=O)N)[N+](=O)[O-])NCC=1N=C2N(C=C(C=C2)C2CC2)C1 5-chloro-4-(((6-cyclopropylimidazo[1,2-a]pyridin-2-yl)methyl)amino)-2-nitrobenzenesulfonamide